NC=1C(=CC(=NC1Br)C(=O)OC)Br methyl 5-amino-4,6-dibromopyridine-2-carboxylate